ClC1=C(C=C(OCC(=O)NC23C(CC(CC2)(CC3)C(=O)NCC3=CC=C(C=C3)C(F)(F)F)O)C=C1)F 4-[2-(4-chloro-3-fluorophenoxy)acetamido]-3-hydroxy-N-{[4-(trifluoromethyl)phenyl]methyl}bicyclo[2.2.2]octane-1-carboxamide